methyl 4-(5-methoxy-1-methyl-1H-indol-6-yl)-6-methylnicotinate COC=1C=C2C=CN(C2=CC1C1=CC(=NC=C1C(=O)OC)C)C